1-(4-(3-(3,5-dimethylisoxazol-4-yl)-5-methylphenoxy)-3,5-dimethylphenyl)-3-isopentylurea CC1=NOC(=C1C=1C=C(OC2=C(C=C(C=C2C)NC(=O)NCCC(C)C)C)C=C(C1)C)C